N-(4'-bromo-[1,1'-biphenyl]-4-yl)-N-phenylnaphthalene-2-amine BrC1=CC=C(C=C1)C1=CC=C(C=C1)N(C1=CC2=CC=CC=C2C=C1)C1=CC=CC=C1